ClC1=CC=C(C=C1)CC(CC1CCCC=2C3=CC(=C(C=C3NC12)F)F)=O 3-(4-chlorophenyl)-1-(6,7-difluoro-2,3,4,9-tetrahydro-1H-carbazol-1-yl)propanone